2'-fluoro-5-ethyl-1-β-D-arabinofuranosyluracil C1=CN(C(=O)NC1=O)[C@H]2[C@H]([C@@H]([C@H](O2)CO)O)F